epoxytrifluorocyclotriphosphazene methyl-(1-phenyl-1H-imidazole-4-carbonyl)-L-serinate CN([C@@H](CO)C(=O)O)C(=O)C=1N=CN(C1)C1=CC=CC=C1.FP1(NP=NP2N1O2)(F)F